2-(2,3,5-trifluoro-4,6-bis(trifluoromethyl)phenyl)acetonitrile FC1=C(C(=C(C(=C1F)C(F)(F)F)F)C(F)(F)F)CC#N